C(CCCCCCC\C=C/C\C=C/CCCCC)(=O)OCCCCCCCCCCCCCCCCCCCCCCCCCCCCCCCCCCCCCO 37-hydroxyheptatriacontyl linoleate